pyridyl-benzothiazole N1=C(C=CC=C1)C=1SC2=C(N1)C=CC=C2